CC=1C=C(C(=O)OC)C=CC1[C@H]1OC1 |r| rac-Methyl 3-methyl-4-(oxiran-2-yl)benzoate